N(=C=O)C1CC(CC(C1)(CN=C=O)C)(C)C 1-isocyanato-3,3,5-tri-methyl-5-isocyanatomethylcyclohexane